BrC1(SC(=CN1)C=1C=C2C=C(N=CC2=CC1)C)CC=O 2-bromo-5-(3-methylisoquinolin-6-yl)thiazoleacetaldehyde